diphosphorus 3-ethyl-4-cyclohexene-1,2-dicarboxylic anhydride C(C)C1C2C(CC=C1)C(=O)OC2=O.[P].[P]